FC1=CC=C(C=C1)N1C=CC=2C1=NC=C(C2)C=2C=C(C(=O)NCC(F)(F)F)C=CN2 2-((4-Fluorophenyl)-1H-pyrrolo[2,3-b]pyridin-5-yl)-N-(2,2,2-trifluoroethyl)-isonicotinamide